CC1=C(C(=CC(=C1)N1CC2=CC=C(C=C2CC1)S(=O)(=O)C)C)NC(CC(C)(C)C)=O N-(2,6-dimethyl-4-(6-(methylsulfonyl)-3,4-dihydroisoquinolin-2(1H)-yl)phenyl)-3,3-dimethylbutanamide